O[Si](O)(O)CCCNCCNC1=NC(=NC(=N1)N)N 2-(trihydroxysilylpropyl)amino-4,6-diaminoethylamino-1,3,5-triazine